peroxydilaurate O(OCCCCCCCCCCCC(=O)[O-])CCCCCCCCCCCC(=O)[O-]